2-Amino-7-fluoro-4-(5-fluoro-3-(3-(hydroxymethyl)-3-(isopropylamino)pyrrolidin-1-yl)-7,9-dihydrofuro[3,4-f]quinazolin-6-yl)thieno[3,2-c]pyridine-3-carbonitrile NC1=C(C=2C(=NC=C(C2S1)F)C=1C2=C(C=3C=NC(=NC3C1F)N1CC(CC1)(NC(C)C)CO)COC2)C#N